2-(6-{4-[(tert-Butyloxy)carbonyl]piperazin-1-yl}-3-methylimidazo[1,5-a]pyridin-8-yl)-5-fluorobenzoic acid C(C)(C)(C)OC(=O)N1CCN(CC1)C=1C=C(C=2N(C1)C(=NC2)C)C2=C(C(=O)O)C=C(C=C2)F